glutaconic acid dipropyl ester C(CC)OC(C=CCC(=O)OCCC)=O